methyl 2-oxocyclooctane-1-carboxylate O=C1C(CCCCCC1)C(=O)OC